FC1=C(C(=CC=C1)F)C1=NC=2N(C3=C(N1)C=NC(=C3)N3CCOCC3)N=CC2 4-(5-(2,6-difluorophenyl)-6H-pyrazolo[1,5-a]pyrido[3,4-f][1,3,5]triazepin-9-yl)morpholine